O1CC12C1(CCCC1)CN(CC2)C([C@@H](CC(F)(F)F)C)=O (2R)-1-(1-Oxa-10-azadispiro[2.0.44.43]dodecan-10-yl)-4,4,4-trifluoro-2-methylbutan-1-one